C(CCCC)C1CCC(=CC1)C1=CC=C(C=C1)C1=CC=CC=C1 4-pentyl-2,3,4,5-tetrahydro-1,1':4',1''-terphenyl